5-(2-chlorophenyl)-1H-pyrazol-3-amine ClC1=C(C=CC=C1)C1=CC(=NN1)N